1,4-diphenyl-1,3-butadiene titanium (II) [Ti+2].C1(=CC=CC=C1)C=CC=CC1=CC=CC=C1